(E)-2-((7-cyano-5-fluorobenzo[b]thiophen-3-yl)methylene)-3-oxobutanoic acid methyl ester COC(/C(/C(C)=O)=C/C=1C2=C(SC1)C(=CC(=C2)F)C#N)=O